4-(4-chlorophenyl)-6-(4-(4-fluorophenyl)piperazin-1-yl)-2-(pyridin-3-yl)pyrimidine ClC1=CC=C(C=C1)C1=NC(=NC(=C1)N1CCN(CC1)C1=CC=C(C=C1)F)C=1C=NC=CC1